3-(6-bromo-1H-indol-3-yl)acrylic acid BrC1=CC=C2C(=CNC2=C1)C=CC(=O)O